BrC=1C(=C(C=CC1)C1=CC=C(C(=N1)OC)CN1C[C@H](CC1)O)Cl (S)-1-((6-(3-bromo-2-chlorophenyl)-2-methoxypyridin-3-yl)methyl)pyrrolidin-3-ol